C(C)OC1=C(C=CC(=C1F)F)[C@H]1[C@@H](O[C@]([C@@H]1C)(C(F)(F)F)C)C(=O)NC1=CC(=NC=C1)C(=O)N 4-((2R,3S,4R,5R)-3-(2-ethoxy-3,4-difluorophenyl)-4,5-dimethyl-5-(trifluoromethyl)tetrahydrofuran-2-carboxamido)picolinamide